6-chloro-1-(tetrahydrofuran-3-yl)-1,3-dihydro-2H-imidazo[4,5-c]Pyridin-2-one ClC1=CC2=C(C=N1)NC(N2C2COCC2)=O